COC(=O)C1=CC=2C(=NC=CC2C=2C=C3C(=NNC3=C(C2)C#CC(C)(C)C)N)N1 4-(3-Amino-7-(3,3-dimethylbut-1-yn-1-yl)-1H-indazol-5-yl)-1H-pyrrolo[2,3-b]pyridine-2-carboxylic acid methyl ester